3,5-diamino-6-(2,5-bistrifluoromethylphenyl)-1,2,4-triazine NC=1N=NC(=C(N1)N)C1=C(C=CC(=C1)C(F)(F)F)C(F)(F)F